C(C=C)(=O)N1CC2(C1)CN(CC2)C2=NC1=CC(=C(C=C1C(=C2C#N)C2=C(C=CC=C2)Cl)C)C2=C(N=CS2)C 2-(2-acryloyl-2,6-diazaspiro[3.4]octan-6-yl)-4-(2-chlorophenyl)-6-methyl-7-(4-methylthiazol-5-yl)quinoline-3-carbonitrile